3-(4-hydroxyphenyl)-6-iodo-2-methyl-quinazolin-4(3H)-one OC1=CC=C(C=C1)N1C(=NC2=CC=C(C=C2C1=O)I)C